(2r,5s)-2-(1-(4-bromophenyl)-4-(4-fluorophenyl)-1H-pyrazol-3-yl)-5-methyl-3-(2-(2-oxoindol-6-yl)ethyl)oxazolidin-4-one BrC1=CC=C(C=C1)N1N=C(C(=C1)C1=CC=C(C=C1)F)[C@H]1O[C@H](C(N1CCC=1C=CC2=CC(N=C2C1)=O)=O)C